F[C@H]1[C@@]2(C=C[C@](C[C@H]1OC=1N=NC(=CN1)C1=C(C=C(C=C1)C1=CC(=NC=C1)OC)O)(N2)C)C 2-(3-(((1S,2S,3R,5S)-2-fluoro-1,5-dimethyl-8-azabicyclo[3.2.1]oct-6-en-3-yl)oxy)-1,2,4-triazin-6-yl)-5-(2-methoxypyridin-4-yl)phenol